(R)-N-(4-(3-((6-methoxyquinazolin-2-yl)amino)pyrrolidine-1-carbonyl)phenyl)propionamide COC=1C=C2C=NC(=NC2=CC1)N[C@H]1CN(CC1)C(=O)C1=CC=C(C=C1)NC(CC)=O